CN1C(C=NC2=CC(=CC=C12)C)=O 1,6-dimethylquinoxalin-2(1H)-one